N-[1-(4-Chloro-phenyl)-2-hydroxy-ethyl]-3-[3-(3,4-difluoro-benzyl)-3H-imidazo[4,5-b]pyridin-2-yl]-propionamide ClC1=CC=C(C=C1)C(CO)NC(CCC1=NC=2C(=NC=CC2)N1CC1=CC(=C(C=C1)F)F)=O